C(#N)C=1C=NN2C1C(=CC(=C2)C=2N=NN(C2C)C2CN(C2)C2CCN(CC2)C#N)OC(C)C 4-[3-(4-[3-cyano-4-isopropoxypyrazolo[1,5-a]pyridin-6-yl]-5-methyl-1,2,3-triazol-1-yl)azetidin-1-yl]piperidine-1-carbonitrile